BrC1=CC2=C(C=3N(CCC2O)N=NC3C)C=C1 9-Bromo-1-methyl-6,7-dihydro-5H-benzo[C][1,2,3]triazolo[1,5-a]azepin-7-ol